O=C1NC=C(C(N1)=O)C=1C=C(C=2N(N1)C=CN2)[C@@H]2[C@H](C2)C=2C=CC(=C(C#N)C2)OC(F)(F)F 5-((1S,2S)-2-(6-(2,4-dioxo-1,2,3,4-tetrahydropyrimidin-5-yl)imidazo[1,2-b]pyridazin-8-yl)cyclopropyl)-2-(trifluoromethoxy)benzonitrile